3-((4-(4-((4-aminopiperidin-1-yl)methyl)piperidin-1-yl)-3-fluorophenyl)amino)piperidine-2,6-dione NC1CCN(CC1)CC1CCN(CC1)C1=C(C=C(C=C1)NC1C(NC(CC1)=O)=O)F